[Pd](Cl)Cl.C1(=CC=CC=C1)P(C1=CC=CC=C1)C1=CC=CC=C1.C1(=CC=CC=C1)P(C1=CC=CC=C1)C1=CC=CC=C1 di-(triphenylphosphine) palladium dichloride